[(4-[[[4-(Methylsulfonyl)phenyl]methyl]amino]-6-chloro-2-pyrimidinyl)amino]-4-methyl-5-thiazolecarboxylic acid, ethyl ester CS(=O)(=O)C1=CC=C(C=C1)CNC1=NC(=NC(=C1)Cl)NC=1SC(=C(N1)C)C(=O)OCC